3-[4-(morpholin-4-yl) phenyl]Benzyl propionate C(CC)(=O)OCC1=CC(=CC=C1)C1=CC=C(C=C1)N1CCOCC1